The molecule is a sesquiterpene lactone that is butan-4-olide substituted by geminal methyl groups at position 5 and a 4-hydroxy-2,6-dimethylbenzyl group at position 4. Isolated from Solanum lyratum, it exhibits cytotoxicity against human cancer cell lines. It has a role as a metabolite and an antineoplastic agent. It is a butan-4-olide, a member of phenols and a sesquiterpene lactone. CC1=CC(=CC(=C1C[C@@H]2CC(=O)OC2(C)C)C)O